NC1=C(C(=C(C=C1)NS(=O)(=O)CCCF)Cl)OC1=CC=2C=3N(C=NC2C=C1)CCCN3 N-(4-amino-2-chloro-3-((3,4-dihydro-2H-pyrimido[1,2-c]quinazolin-10-yl)oxy)phenyl)-3-fluoropropane-1-sulfonamide